1-methylpyrrolidin-3-yl 3-(3-(3,5-dimethyl-1-((2-(trimethylsilyl)ethoxy)methyl)-1H-pyrazol-4-yl)propoxy)-4-fluorobenzoate CC1=NN(C(=C1CCCOC=1C=C(C(=O)OC2CN(CC2)C)C=CC1F)C)COCC[Si](C)(C)C